Z-1,3-difluoropropene F\C=C/CF